12-chloro-3-methyl-4,8,10,11-tetrazatricyclo[7.4.0.02,7]trideca-1(9),2(7),10,12-tetraene ClC=1N=NC=2NC=3CCNC(C3C2C1)C